FC1=C(C(=CC=C1)C)NS(=O)(=O)C=1C=C(C=NC1OC)NC(=O)C=1N=C(OC1)C1=CC=CC=C1 N-(5-(N-(2-fluoro-6-methylphenyl)sulfamoyl)-6-methoxypyridin-3-yl)-2-phenyloxazole-4-carboxamide